N-((3R,4R)-1-(ethylsulfonyl)-3-fluoropiperidin-4-yl)-6-ethynyl-5-fluoro-7-isopropylpyrrolo[2,1-f][1,2,4]triazin-2-amine C(C)S(=O)(=O)N1C[C@H]([C@@H](CC1)NC1=NN2C(C=N1)=C(C(=C2C(C)C)C#C)F)F